C(C)(C)(C)OC(=O)NC=1N=C(C(=C(C(=O)O)C1)F)Cl ((tert-butoxycarbonyl)amino)-2-chloro-3-fluoroisonicotinic acid